tert-butyl (1R,3S,4R)-4-(4-(4-amino-2-fluorophenyl)piperidin-1-yl)-3-fluorocyclohexane-1-carboxylate NC1=CC(=C(C=C1)C1CCN(CC1)[C@H]1[C@H](C[C@@H](CC1)C(=O)OC(C)(C)C)F)F